C(C=C)(=O)NC1=C(C=C(C=C1)C)NC1=NC(=NC=C1C(=O)NC1=C(C=CC=C1C)Cl)Cl 4-((2-acrylamido-5-methylphenyl)amino)-2-chloro-N-(2-chloro-6-methylphenyl)pyrimidine-5-carboxamide